ClC1=NC(=NC(=C1C1=CC=C(C=C1)Cl)CC)N 4-chloro-5-(4-chlorophenyl)-6-ethylpyrimidin-2-amine